3-((3-bromo-2-fluorophenyl)imino)-3-phenylpropanoic acid BrC=1C(=C(C=CC1)N=C(CC(=O)O)C1=CC=CC=C1)F